S1C=NC2=C1C=1C(C(N=NC1)=O)=N2 5H-thiazolo[5',4':4,5]pyrrolo[2,3-d]pyridazin-5-one